C(CCCCCCCCC(=O)OC1CC(N(C(C1)(C)C)OCCCCCCCC)(C)C)(=O)OC1CC(N(C(C1)(C)C)OCCCCCCCC)(C)C bis(1-octyloxy-2,2,6,6-tetramethyl-4-piperidyl) sebacate